2-methoxy-3-morpholino-N-((5-(thiophen-2-yl)-1,3,4-oxadiazol-2-yl)methyl)benzamide COC1=C(C(=O)NCC=2OC(=NN2)C=2SC=CC2)C=CC=C1N1CCOCC1